3-fluoro-4-methoxyphenol FC=1C=C(C=CC1OC)O